Cl[C@H](C(=O)OCC)C (S)-2-ethyl chloropropionate